N-(7-Bromo-4-(2-chloro-5-fluorophenoxy)-3-(4,5,6,7-tetrachloro-1,3-dioxoisoindolin-2-yl)-1-(tetrahydro-2H-pyran-2-yl)-1H-indazol-5-yl)-3-fluoro-5-(trifluoromethyl)benzamide BrC=1C=C(C(=C2C(=NN(C12)C1OCCCC1)N1C(C2=C(C(=C(C(=C2C1=O)Cl)Cl)Cl)Cl)=O)OC1=C(C=CC(=C1)F)Cl)NC(C1=CC(=CC(=C1)C(F)(F)F)F)=O